CN(CC([C@](CC1=CC=CC=C1)(C1=CC=CC=C1)OC(CC)=O)C)C (2R)-4-(dimethylamino)-3-methyl-1,2-diphenylbutan-2-ylpropionate